CC(C(CC1=CC=CC=C1)OC(=O)N[C@@H](CC(C)C)C(=O)O)C (((3-Methyl-1-phenylbutan-2-yl)oxy)carbonyl)-L-leucine